C(C)(=O)OC=1C(C(=O)O)=CC=CC1.C(C)C=1C=C2CC(CC2=CC1CC)NC[C@H](O)C1=C2C=CC(NC2=C(C=C1)OCC1=CC=CC=C1)=O (R)-5-[2-(5,6-diethyl-indan-2-ylamino)-1-hydroxyethyl]-8-benzyloxy-1H-quinoline-2-one acetylsalicylate